O=C1NC(CCC1N1C(C2=CC(=C(C=C2C1=O)F)N1CCC(CC1)CO)=O)=O (2,6-dioxopiperidin-3-yl)-5-fluoro-6-(4-(hydroxymethyl)piperidin-1-yl)-isoindoline-1,3-dione